NC1CCC(CC1)NC1=NC2=C(C=C(C=C2C=N1)C1=CC(=C(C(=C1)F)NS(=O)(=O)C1=C(C=CC=C1)Cl)F)CC N-(4-(2-(((1r,4r)-4-aminocyclohexyl)amino)-8-ethylquinazolin-6-yl)-2,6-difluorophenyl)-2-chlorobenzene-sulfonamide